6-[2-amino-9-[(2,6-difluoro-4-nitro-phenyl)methyl]Purin-6-yl]Pyridine-2-carbonitrile NC1=NC(=C2N=CN(C2=N1)CC1=C(C=C(C=C1F)[N+](=O)[O-])F)C1=CC=CC(=N1)C#N